OC(=O)C(F)(F)F.FC=1C(=C(C=C(C1)C)O)C=1N=NC(=CC1)C(C1CNCCC1)O 3-fluoro-2-(6-(hydroxy(piperidin-3-yl)methyl)pyridazin-3-yl)-5-methylphenol TFA salt